4-(2-{[1-(3-chloro(2-pyridyl))-isopropyl]amino}pyrimidin-5-yl)thiophene-2-carboxamide ClC=1C(=NC=CC1)C(C)(C)NC1=NC=C(C=N1)C=1C=C(SC1)C(=O)N